O1C(=NC2=C1C=CC=C2)SC2=C(C=C(C=C2C)C2=C(C(=O)N)C=CC=C2)C (4-(benzo[d]oxazol-2-ylsulfanyl)-3,5-dimethylphenyl)benzamide